(1R,3S,4R)-N-((S)-1-cyano-2-((S)-2-oxopyrrolidin-3-yl)ethyl)-2-(4-(difluoromethyl)-6-fluoro-1H-indole-2-carbonyl)-5,5-difluoro-2-azabicyclo[2.2.2]octane-3-carboxamide C(#N)[C@H](C[C@H]1C(NCC1)=O)NC(=O)[C@H]1N([C@H]2CC([C@@H]1CC2)(F)F)C(=O)C=2NC1=CC(=CC(=C1C2)C(F)F)F